ClC1=NC=CC(=N1)C=1N=CC=2N(C1)C=CN2 6-(2-chloropyrimidin-4-yl)imidazo[1,2-a]pyrazine